OC(C(C(O)([2H])[2H])(C(O)([2H])[2H])C(O)([2H])[2H])([2H])[2H] pentaerythritol-d8